O(C1=CC=CC=C1)C1CCC(CC1)NC1CCC(CC1)OC1=CC=CC=C1 bis(4-phenoxycyclohexyl)amine